COC(C)C1=NC2=CC=CC=C2C=C1 2-(1-methoxyethyl)quinoline